C(C1=CC=CC=C1)C1(CC(=NO1)CNC(=O)C=1C=2N(C=CC1)C=CN2)C(=O)O 5-benzyl-3-((imidazo[1,2-a]pyridine-8-carboxamido)methyl)-4,5-dihydroisoxazole-5-carboxylic acid